2-(3-((2-Ethyl-4-oxo-5,6,7,8-tetrahydropyrido[4,3-d]pyrimidin-3(4H)yl)methyl)isoxazol-5-yl)-5-fluoro-4-hydroxybenzonitrile C(C)C=1N(C(C2=C(N1)CCNC2)=O)CC2=NOC(=C2)C2=C(C#N)C=C(C(=C2)O)F